N1-tert-butyl-N-(4-chloro-3-(pyridin-2-yl)phenyl)terephthalamide C(C)(C)(C)N(C(C1=CC=C(C(=O)N)C=C1)=O)C1=CC(=C(C=C1)Cl)C1=NC=CC=C1